1-(3-(4-(3,8-diazabicyclo-[3.2.1]octan-3-yl)-6-chloro-8-fluoro-2-((tetrahydro-1H-pyrrolizin-7a(5H)-yl)meth-oxy)quinazolin-7-yl)-4-methylphenyl)cyclopropan-1-amine C12CN(CC(CC1)N2)C2=NC(=NC1=C(C(=C(C=C21)Cl)C=2C=C(C=CC2C)C2(CC2)N)F)OCC21CCCN1CCC2